C(C1=CC=CC=C1)SC1=C(C=C(C=C1)NC([C@H](CC1=CC=CC=C1)NC(C1=CC=C(C=C1)F)=O)=O)OC (S)-N-(1-(4-(benzylsulfanyl)-3-methoxyphenylamino)-1-oxo-3-phenylprop-2-yl)-4-fluorobenzamide